C(C1=CC=CC=C1)N1C(C(CC1)NC(OC(C)(C)C)=O)=O tert-butyl (1-benzyl-2-oxopyrrolidin-3-yl)carbamate